C1(CC1)C1=NC=NC(=C1C1=NC(=CC(=N1)C(C)=O)OCC1=CC(=C(C=C1)C=1N(C=C(N1)C(F)(F)F)C)F)OC 1-[2-(4-cyclopropyl-6-methoxy-pyrimidin-5-yl)-6-[[3-fluoro-4-[1-methyl-4-(trifluoromethyl)imidazol-2-yl]phenyl]methoxy]pyrimidin-4-yl]ethanone